(4-(1-(4-amino-2-butyl-1-methyl-1H-imidazo[4,5-d]pyridazin-7-yl)pyrrolidin-3-yl)phenyl)methoxide NC1=C2C(=C(N=N1)N1CC(CC1)C1=CC=C(C=C1)C[O-])N(C(=N2)CCCC)C